Cl.ClC1=C(C=C(C(OCC)=N)C=C1)OC(C)C Ethyl 4-chloro-3-isopropyloxybenzimidate, hydrochloride salt